6-chloro-1-methyl-4-(4-(5-methylbenzo[d]oxazol-2-yl)piperidin-1-yl)-2-oxo-1,2-dihydro-1,5-naphthyridine-3-carbonitrile ClC=1N=C2C(=C(C(N(C2=CC1)C)=O)C#N)N1CCC(CC1)C=1OC2=C(N1)C=C(C=C2)C